C[C@@H]1O[C@@H](CN(C1)C1=CC=CC(=N1)C1=NC2=CC(=NC=C2C=C1)CNC(C1=CC(=C(C(=C1)C)C)S(=O)(=O)CCO)=O)C N-((2-(6-((cis)-2,6-dimethylmorpholino)pyridin-2-yl)-1,6-naphthyridin-7-yl)methyl)-3-((2-hydroxyethyl)sulfonyl)-4,5-dimethylbenzamide